(4aR,6aS,7S)-7-(aminomethyl)-4a,6a-dimethyl-1,4a,4b,5,6,6a,7,8,9,9a,9b,10,11,11a-tetradecahydro-2H-indeno[5,4-f]quinolin-2-one NC[C@H]1CCC2[C@@]1(CCC1[C@]3(C=CC(NC3CCC12)=O)C)C